C=1N=CN2C1C1=CC=CC=C1[C@H]2[C@@H]2[C@H](C1(CC2)CCOCC1)O (1R,2R)-2-((R)-5H-imidazo[5,1-a]isoindol-5-yl)-8-oxaspiro[4.5]decan-1-ol